6-(3-(1,3-dimethyl-1H-pyrazol-4-yl)-7,8-dihydro-1,6-naphthyridin-6(5H)-yl)-5-methyl-N-(2-oxaspiro[3.3]heptan-6-yl)nicotinamide CN1N=C(C(=C1)C=1C=NC=2CCN(CC2C1)C1=NC=C(C(=O)NC2CC3(COC3)C2)C=C1C)C